COC[C@H]1N2CC(C[C@@]2(CC1)C(=O)OC)=C methyl (5S,7aS)-5-(methoxymethyl)-2-methylenetetrahydro-1H-pyrrolizine-7a(5H)-carboxylate